2-(4-chloro-2-methoxyphenyl)-2-[[3-methoxy-5-(methylsulfonyl)-phenyl]amino]-1-[5-(trifluoromethoxy)-1H-indol-3-yl]ethanone ClC1=CC(=C(C=C1)C(C(=O)C1=CNC2=CC=C(C=C12)OC(F)(F)F)NC1=CC(=CC(=C1)S(=O)(=O)C)OC)OC